(3R,8S*)-2-(4-chloro-3-cyanobenzoyl)-9-((S*)-1-(4-(difluoromethoxy)phenyl)ethyl)-N,3-dimethyl-10-oxo-1,2,3,4,7,8,9,10-octahydropyrido[4',3':3,4]pyrazolo[1,5-a]pyrazine-8-carboxamide ClC1=C(C=C(C(=O)N2CC=3C(=NN4C3C(N([C@@H](C4)C(=O)NC)[C@@H](C)C4=CC=C(C=C4)OC(F)F)=O)C[C@H]2C)C=C1)C#N |o1:16,22|